5-bromo-7H-pyrrolo[2,3-d]Pyrimidin-4-amine BrC1=CNC=2N=CN=C(C21)N